[Al].C12C(CCC(C1(C)C)C2)C pin-an aluminum